FC1(CCN(CC1)C(=O)C=1C=C2C(=NC1)N(C=C2)C2=CC=C(C(=O)NS(=O)(=O)C)C=C2)F 4-(5-(4,4-difluoropiperidine-1-carbonyl)-1H-pyrrolo[2,3-b]pyridin-1-yl)-N-(methylsulfonyl)benzamide